CC=1N=C(SC1C1=NC(=NC=C1)NC)NC(=O)NC1=CC(=CC=C1)C(F)(F)F 1-(4-Methyl-5-(2-(methylamino)pyrimidin-4-yl)thiazol-2-yl)-3-(3-(trifluoromethyl)phenyl)urea